N-vinyl-3-ethyl-2-pyrrolidon C(=C)N1C(C(CC1)CC)=O